tert-butyl (1s,3s)-3-(hydroxymethyl)-3-nitrocyclobutanecarboxylate OCC1(CC(C1)C(=O)OC(C)(C)C)[N+](=O)[O-]